ClC1=CC=C(CNC(=O)NC2=CC=C(C=C2)CN2C(CN(CC2=O)C)C)C=C1 1-(4-chloro-benzyl)-3-(4-((2,4-dimethyl-6-oxopiperazin-1-yl)methyl)phenyl)urea